ClC=1C(=NC=CC1)OC(C)[C@@H]1NCCC1 3-chloro-2-[1-[(2R)-pyrrolidin-2-yl]ethoxy]pyridine